CN(C)CCOC1=CC=C(C=C1)C(=C(CC)C1=CC=CC=C1)C1=CC=C(C=C1)O 4-(1-[4-(Dimethylaminoethoxy)phenyl]-2-phenyl-1-butenyl)phenol